FC(CN1N=CC=2C1=NC(=CN2)N2C(C1(CC2)CN(CC1)C1=NC=C(C=C1)C(F)(F)F)=O)F 2-[1-(2,2-difluoroethyl)-1H-pyrazolo[3,4-b]pyrazin-6-yl]-7-[5-(trifluoromethyl)pyridin-2-yl]-2,7-diazaspiro[4.4]nonan-1-one